ClC(C(=O)OC(CC)O)=C 1-hydroxypropyl α-chloroacrylate